FC=1C=C(C=CC1F)C1(CCNCC1)NS(=O)(=O)C=1C=NC(=CC1)OC(C)C N-(4-(3,4-difluorophenyl)piperidin-4-yl)-6-isopropoxypyridine-3-sulfonamide